C(C)(C)(C)OC(N=[S@@](C1=C2CCCNC2=CC=C1)(=O)C)=O.CC1=CC=C(C=C1)CC(=O)NCCC1=CCCCC1 2-(4-methylphenyl)-N-[(cyclohexen-1-yl)ethyl]acetamide tert-butyl-N-[(R)-methyl(oxo)(1,2,3,4-tetrahydroquinolin-5-yl)-λ6-sulfanylidene]carbamate